C(=O)O.N[C@@H]1[C@H](C2CCC(C1)C2)C2=C(C1=NC(=CC(=C1S2)NCC=2SC=CC2)Cl)Br 2-((2S,3S)-3-aminobicyclo[3.2.1]octan-2-yl)-3-bromo-5-chloro-N-(thiophen-2-ylmethyl)thieno[3,2-b]pyridin-7-amine formate